tert-butyl (5R,8S)-1-fluoro-9-oxo-6,7,8,9-tetrahydro-5H-5,8-epiminocyclohepta[c]pyridine-10-carboxylate FC1=NC=CC2=C1C([C@@H]1CC[C@H]2N1C(=O)OC(C)(C)C)=O